ClC1=C(C(=CC=C1)Cl)N1C=2N(C3=C(C1=O)C=NC(=N3)NC3=CC(=C(C=C3)N3CCC(CC3)N(C)C)C)CCN2 6-(2,6-Dichlorophenyl)-2-((4-(4-(dimethylamino)piperidin-1-yl)-3-methylphenyl)amino)-8,9-dihydroimidazo[1,2-a]pyrimido[5,4-e]pyrimidin-5(6H)-one